COC(=O)C1=CC2=C(N=C(N2CCOC)CC2=C(C=C(C=C2F)Br)F)C=C1 2-[(4-bromo-2,6-difluoro-phenyl)methyl]-3-(2-methoxyethyl)benzimidazole-5-carboxylic acid methyl ester